N-[4-(3-cyanophenyl)-5-(2,6-dimethyl-4-pyridyl)thiazol-2-yl]-2,2-dioxo-2λ^{6}-thia-6-azaspiro[3.3]heptane-6-carboxamide C(#N)C=1C=C(C=CC1)C=1N=C(SC1C1=CC(=NC(=C1)C)C)NC(=O)N1CC2(CS(C2)(=O)=O)C1